OC[C@H](C(=O)OC)NCC1=CC=CC=C1 methyl (2R)-3-hydroxy-2-[benzylamino]propanoate